2-(4,4-dimethyl-1-piperidyl)-3,5-difluoro-aniline CC1(CCN(CC1)C1=C(N)C=C(C=C1F)F)C